Benzyl 3-benzoylamino-2-fluorobenzoate C(C1=CC=CC=C1)(=O)NC=1C(=C(C(=O)OCC2=CC=CC=C2)C=CC1)F